N1C(=NC2=C1C=CC=C2)C=2C=C(C=CC2)NC(C2=CC(=C(C=C2)OCC2=CC=C(C=C2)Br)OC)=O N-[3-(1H-1,3-benzodiazol-2-yl)phenyl]-4-[(4-bromophenyl)methoxy]-3-methoxybenzamide